ClC=1C=C(C(=O)OC)C=C(C1OC)S(NC1=C(C=C(C(=C1)OC1=CC(=CC=C1)CO)F)F)(=O)=O methyl 3-chloro-5-[[2,4-difluoro-5-[3-(hydroxymethyl)phenoxy]phenyl]sulfamoyl]-4-methoxy-benzoate